indol-2-acetic acid N1C(=CC2=CC=CC=C12)CC(=O)O